N,N,N',N'-tetraethyl-1,2-butylenediamine C(C)N(CC(CC)N(CC)CC)CC